3-(5-methylthiophen-2-yl)imidazo[1,2-a]pyridine-6-carboxamide CC1=CC=C(S1)C1=CN=C2N1C=C(C=C2)C(=O)N